1-methyl-2(1H)-quinolinone CN1C(C=CC2=CC=CC=C12)=O